trans-[4-[2-(4-hydroxycyclohexyl)-3H-imidazo[4,5-b]pyridin-7-yl]-1-piperidyl]-[4-(trifluoromethoxy)phenyl]methanone O[C@@H]1CC[C@H](CC1)C1=NC=2C(=NC=CC2C2CCN(CC2)C(=O)C2=CC=C(C=C2)OC(F)(F)F)N1